2-[(2-aminoethyl)amino]ethanol NCCNCCO